FC=1C=C2C(=CNC(C2=CC1F)=O)[C@@H](C)N(C(=O)NC1=C(C(=CC=C1)F)F)C |r| racemic-1-(1-(6,7-difluoro-1-oxo-1,2-dihydroisoquinolin-4-yl)ethyl)-3-(2,3-difluorophenyl)-1-methylurea